[6-(2,2-difluoro-5-azaspiro[2.4]heptan-5-yl)-4-methyl-3-pyridyl]-[4-(5-methyloxazolo[4,5-b]pyridin-2-yl)piperazin-1-yl]methanone FC1(CC12CN(CC2)C2=CC(=C(C=N2)C(=O)N2CCN(CC2)C=2OC=1C(=NC(=CC1)C)N2)C)F